3-(5-(((1S,2R)-2-(3-(cyclopropylmethoxy)azetidin-1-yl)cyclohexyl)oxy)-1-oxoisoindolin-2-yl)piperidine-2,6-dione C1(CC1)COC1CN(C1)[C@H]1[C@H](CCCC1)OC=1C=C2CN(C(C2=CC1)=O)C1C(NC(CC1)=O)=O